C1(CC1)C=1C=C(C=C(C1)NC(CC1=CC=CC=C1)=O)NC(=O)[N-]C1=C[N+](=NO1)CC1=NC=C(C=C1)C(=O)OC ((3-Cyclopropyl-5-(2-phenylacetamido)phenyl)-carbamoyl)(3-((5-(methoxycarbonyl)pyridin-2-yl)methyl)-1,2,3-oxadiazol-3-ium-5-yl)amide